1-(2,6-dichlorophenyl)-1H-pyrazol-3-amine ClC1=C(C(=CC=C1)Cl)N1N=C(C=C1)N